FC(C(=O)O)(F)F.C(CC=C)C1(CNCCC1)O 3-(But-3-en-1-yl)piperidin-3-ol 2,2,2-trifluoroacetate